BrC=1N=C2N(C=C(C=C2)C(=O)O)C1 2-bromoimidazo[1,2-a]pyridine-6-carboxylic acid